C(C)(C)(C)C1=C(C=CC=C1)[SiH](OC(C(=O)O)(C)C1=CC=CC=C1)C1=CC=CC=C1 (tert-butyldiphenyl-(silyl)oxy)-2-phenylpropanoic acid